C(C(C)C)(=O)NC=1NC(C=2N=CN([C@H]3[C@H](O)[C@H](O[Si](C)(C)C(C)(C)C)[C@@H](CO)O3)C2N1)=O N2-isobutyryl-3'-O-t-butyldimethylsilyl-guanosine